CN([C@@]1(CN(CCC1)C1=CC(=C(C(=C1)F)S(=O)(=O)NC1=NC=NC=C1)F)CCC1=CC(=C(C=C1)C)C(F)(F)F)C (S)-4-(3-(dimethylamino)-3-(4-methyl-3-(trifluoromethyl)-phenethyl)piperidin-1-yl)-2,6-difluoro-N-(pyrimidin-4-yl)benzenesulfonamide